COC(=O)C1=CC2=NC=CC=C2N1 1H-pyrrolo[3,2-b]Pyridine-2-carboxylic acid methyl ester